tert-Butyl-(5RS)-3-oxo-2-{[4-(trifluoromethyl)cyclohexyl]methyl}-2,3,5,6,7,8-hexahydro[1,2,4]triazolo[4,3-a]pyridine-5-carboxylate C(C)(C)(C)OC(=O)[C@H]1CCCC=2N1C(N(N2)CC2CCC(CC2)C(F)(F)F)=O |r|